OC1CN(CC1)C1=CC(C1=O)=O 4-(3-hydroxypyrrolidin-1-yl)cyclobut-3-ene-1,2-dione